C1(CC1)NC(C(=O)N(C)[C@H](C)C1=CNC(C2=CC(=C(C=C12)F)F)=O)=O (R)-N1-Cyclopropyl-N2-(1-(6,7-difluoro-1-oxo-1,2-dihydroisoquinolin-4-yl)ethyl)-N2-methyloxalamide